NC1=NC(N(C=C1)[C@@H]1O[C@@]([C@H]([C@@H]1C)O)(CO)CCl)=O 4-amino-1-[(2R,3S,4S,5R)-5-(chloromethyl)-4-hydroxy-5-(hydroxymethyl)-3-methyloxolan-2-yl]pyrimidin-2-one